C1C2=C1C3=CC=CC=C3C4=C2C4 dimethanonaphthalene